1,2,4-triazolinium [NH+]1=NCNC1